benzyl ((1S)-(4,4-difluorocyclohexyl)(6-((5-(1,1-difluoroethyl)-2-oxopyrrolidin-3-yl)methyl)imidazo[1,2-b]pyridazin-2-yl)methyl)carbamate FC1(CCC(CC1)[C@@H](C=1N=C2N(N=C(C=C2)CC2C(NC(C2)C(C)(F)F)=O)C1)NC(OCC1=CC=CC=C1)=O)F